CC1(CCC2(CCC3(C(=CCC4C3(CC(C5C4(CCC(=O)C5(C)C)C)O)C)C2C1)C)C(=O)O)C 6beta-Hydroxy-3-oxo-12-oleanen-28-oic acid